di-tert-butyl (R)-4-(4-fluorophenyl)-6-oxo-3,6-dihydropyridine-1,2(2H)-dicarboxylate FC1=CC=C(C=C1)C=1C[C@@H](N(C(C1)=O)C(=O)OC(C)(C)C)C(=O)OC(C)(C)C